5-(1-(2,2-Difluoroethyl)-2-methyl-1H-imidazo[4,5-b]pyrazin-5-yl)-N-(cis-4-(trifluoromethoxy)cyclohexyl)pyrrolo[2,1-f][1,2,4]triazin-2-amine FC(CN1C(=NC=2C1=NC=C(N2)C=2C=CN1N=C(N=CC12)N[C@@H]1CC[C@@H](CC1)OC(F)(F)F)C)F